N1-methyl-N1-(propane-2-yl)benzene-1,3-diamine CN(C1=CC(=CC=C1)N)C(C)C